1,3-dibromo-5-(methoxymethyl)benzene T-butylcarbonate C(C)(C)(C)OC(O)=O.BrC1=CC(=CC(=C1)COC)Br